(1-Hydroxybutan-2-yl)-6-(4-methylphenyl)-2-(1-methyl-1H-pyrazol-4-yl)-3-oxo-2,3-dihydropyridazine-4-carboxamide OCC(CC)C1=C(C(N(N=C1C1=CC=C(C=C1)C)C=1C=NN(C1)C)=O)C(=O)N